C(C=C)OC1=C(C=C(C=C1)C1=CC(=C(C=C1)OCC=C)C(C)(C)C)C(C)(C)C 4,4'-bis(2-propen-1-yloxy)-3,3'-di-t-butyl-1,1'-biphenyl